(13R,18S)-18-(bis(2-(2-chloroacetylamino)ethyl)carbamoyl)-1-bromo-13-carboxy-2,11,16-trioxo-6,9-dioxa-3,12,17-triazacycloheneicosane-21-oic acid ClCC(=O)NCCN(C(=O)[C@H]1NC(CC[C@@H](NC(COCCOCCNC(C(C(CC1)C(=O)O)Br)=O)=O)C(=O)O)=O)CCNC(CCl)=O